1-[(2S,5S)-8-chloro-2,3-dihydro-2,5-methano-1,4-benzoxazepin-4(5H)-yl]-3,3-difluoro-2,2-dimethylpropan-1-one ClC1=CC2=C([C@H]3N(C[C@@H](O2)C3)C(C(C(F)F)(C)C)=O)C=C1